beta-methoxy-N-methylpropanamide COCCC(=O)NC